phenyl (2-(4-(((tert-butyldimethylsilyl)oxy)methyl)piperidin-1-yl)pyrimidin-5-yl)carbamate [Si](C)(C)(C(C)(C)C)OCC1CCN(CC1)C1=NC=C(C=N1)NC(OC1=CC=CC=C1)=O